tert-butyl (2R)-6-(benzyloxy)-2-{[(tert-butoxycarbonyl)(3-methylbutyl)amino]methyl}-4-fluoro-5-(1,1,4-trioxo-1λ6,2,5-thiadiazolidin-2-yl)-2,3-dihydro-1H-indole-1-carboxylate C(C1=CC=CC=C1)OC1=C(C(=C2C[C@@H](N(C2=C1)C(=O)OC(C)(C)C)CN(CCC(C)C)C(=O)OC(C)(C)C)F)N1S(NC(C1)=O)(=O)=O